O1CCC(CC1)C(=O)N1CC2(CC1)CNC1=CC=CC=C12 1'-(tetrahydro-2H-pyran-4-carbonyl)spiro[indoline-3,3'-pyrrolidine]